5-((2-Chloro-3-fluorophenyl)(oxetan-3-yl)methoxy)-N-((R,E)-4-(methylsulfonyl)but-3-en-2-yl)pyrimidine-2-carboxamide ClC1=C(C=CC=C1F)C(OC=1C=NC(=NC1)C(=O)N[C@H](C)\C=C\S(=O)(=O)C)C1COC1